N-hexadecylpyridinium hexafluorophosphate salt F[P-](F)(F)(F)(F)F.C(CCCCCCCCCCCCCCC)[N+]1=CC=CC=C1